(1R,3S)-3-(3-{[(3-methyl-1,2-oxazol-5-yl)acetyl]amino}-1H-pyrazol-5-yl)cyclopentyl (2R,4S)-2,4-dimethylazetidine-1-carboxylate C[C@H]1N([C@H](C1)C)C(=O)O[C@H]1C[C@H](CC1)C1=CC(=NN1)NC(CC1=CC(=NO1)C)=O